4-Bromo-3-methoxy-N1-(tetrahydro-2H-pyran-4-yl)benzene-1,2-diamine BrC=1C(=C(C(=CC1)NC1CCOCC1)N)OC